[4-[(E)-3-[2-(2,4-diaminophenyl)ethoxy]-3-oxo-prop-1-enyl]phenyl]4-(4-ethylcyclohexyl)cyclohexanecarboxylate NC1=C(C=CC(=C1)N)CCOC(/C=C/C1=CC=C(C=C1)OC(=O)C1CCC(CC1)C1CCC(CC1)CC)=O